N-(2,6-difluorophenyl)-5-fluoro-4-(3-oxo-6,7-dihydro-5H-[1,2,4]triazolo[3,4-b][1,3]thiazin-2(3H)-yl)-2-{[(2S)-1,1,1-trifluoropropan-2-yl]oxy}benzamide FC1=C(C(=CC=C1)F)NC(C1=C(C=C(C(=C1)F)N1N=C2SCCCN2C1=O)O[C@H](C(F)(F)F)C)=O